4-(4-((4-methyl-7-phenylhept-3-en-1-yl)oxy)phenyl)butan-2-one CC(=CCCOC1=CC=C(C=C1)CCC(C)=O)CCCC1=CC=CC=C1